BrCCCCCCCNC1=C2C(N(C(C2=CC=C1)=O)C1C(NC(CC1)=O)=O)=O 4-((7-bromoheptyl)amino)-2-(2,6-dioxopiperidin-3-yl)isoindoline-1,3-dione